[18F]CCOC=1C(=C(C=CC1)C=O)F [3-(2-[18F]fluoroethoxy)-2-fluorophenyl]methanone